C(CCCCCCC)NC(OC1=CC(=CC=C1)C=1C=NC=C(C1)C1=NC=NN1COCC[Si](C)(C)C)=O 3-(5-(1-((2-(trimethylsilyl)ethoxy)methyl)-1H-1,2,4-triazol-5-yl)pyridin-3-yl)phenyl octylcarbamate